C(C)(C)(C)C=1C(=C(C=C(C1)CCC(=O)OCC(CCCC)CC)N1N=C2C(=N1)C=CC(=C2)Cl)O 2-(3'-tert-butyl-5'-[2-(2-ethyl-hexyl-oxy)carbonylethyl]-2'-hydroxyphenyl)-5-chlorobenzotriazole